3-pyrrolidinecarboxamide N1CC(CC1)C(=O)N